1-Benzyl-N-((1,2,3,5,6,7-hexahydro-s-indacen-4-yl)carbamoyl)azetidine-3-sulfonamide, potassium salt [K].C(C1=CC=CC=C1)N1CC(C1)S(=O)(=O)NC(NC1=C2CCCC2=CC=2CCCC12)=O